C(#N)C1=CC=C(C=C1)C1=CC=C(C=C1)SN1N=NC(=C1)C(=O)O ((4'-cyano-[1,1'-biphenyl]-4-yl)thio)-1H-1,2,3-triazole-4-carboxylic acid